(1R,5S)-3-(7-Bromo-2-chloro-8-fluoro-3-nitroquinolin-4-yl)-3,8-diazabicyclo[3.2.1]octane BrC1=CC=C2C(=C(C(=NC2=C1F)Cl)[N+](=O)[O-])N1C[C@H]2CC[C@@H](C1)N2